ClC=1C=C(C(=O)OC[C@]2(O[C@H]([C@@H]([C@@H]2OC(C)=O)OC(C)=O)N2C(N=C(C=C2)OCC=C(C)C)=O)F)C=CC1 [(2S,3S,4R,5R)-3,4-diacetoxy-2-fluoro-5-[4-(3-methylbut-2-enoxy)-2-oxo-pyrimidin-1-yl]tetrahydrofuran-2-yl]methyl 3-chlorobenzoate